ClC1=C(C=C(C=C1F)C=CC(=O)NC1=C(C(=NN1)C1=CC=NC=C1)C)F 3-(4-chloro-3,5-difluorophenyl)-N-(4-methyl-3-(pyridin-4-yl)-1H-pyrazol-5-yl)propenamide